ClC=1C(=C2C=NNC2=C(C1F)OCC)C=1C=CC=2N(C1)C=C(N2)NC(=O)[C@H]2[C@H](C2)F (1S,2S)-N-(6-(5-chloro-7-ethoxy-6-fluoro-1H-indazol-4-yl)imidazo[1,2-a]pyridin-2-yl)-2-fluorocyclopropane-1-carboxamide